3-(5-(((1S,2S)-2-(3-(1-acetylpiperidin-3-yl)azetidin-1-yl)cyclohexyl)oxy)-1-oxoisoindolin-2-yl)piperidine-2,6-dione C(C)(=O)N1CC(CCC1)C1CN(C1)[C@@H]1[C@H](CCCC1)OC=1C=C2CN(C(C2=CC1)=O)C1C(NC(CC1)=O)=O